FC=1C=C(C=CC1F)[C@H]1[C@@H](C1)NC=1C2=C(N=C(N1)C1=CC=C(C=C1)S(=O)(=O)C)SC(=C2)C N-((1R,2S)-2-(3,4-difluorophenyl)cyclopropyl)-6-methyl-2-(4-(methylsulfonyl)phenyl)thieno[2,3-d]pyrimidin-4-amine